OCC1=CC=C(COC2=C(C=CC=C2)N2C(N(CC2)CC=2C=C3CN(C(C3=CC2)=O)C2C(NC(CC2)=O)=O)=O)C=C1 3-(5-((3-(2-((4-(hydroxymethyl)benzyl)oxy)phenyl)-2-oxoimidazolidin-1-yl)methyl)-1-oxoisoindolin-2-yl)piperidine-2,6-dione